Cl.Cl.N1(CC=CC(=C1)N)N Pyridine-1,5-diamine dihydrochloride